FC(CN1N=CC=2C1=NC(=NC2)C(=O)O)(C)F 1-(2,2-difluoropropyl)-1H-pyrazolo[3,4-d]pyrimidine-6-carboxylic acid